N1=CC(=NC=C1)C(=O)N 3-Pyrazinamide